1-cyclopropyl-6-fluoro-7-[(3S)-3-(hydroxymethyl)pyrrolidin-1-yl]-3-({[(2-methylpyridin-4-yl)methyl][(3S)-1-(pyrazin-2-yl)piperidin-3-yl]amino}methyl)-1,4-dihydroquinolin-4-one C1(CC1)N1C=C(C(C2=CC(=C(C=C12)N1C[C@H](CC1)CO)F)=O)CN([C@@H]1CN(CCC1)C1=NC=CN=C1)CC1=CC(=NC=C1)C